(2R,3R,4R,5S)-1-[(4-{[(4-bromo-2-nitrophenyl)amino]methyl}phenyl)methyl]-2-(hydroxymethyl)piperidine-3,4,5-triol BrC1=CC(=C(C=C1)NCC1=CC=C(C=C1)CN1[C@@H]([C@H]([C@@H]([C@H](C1)O)O)O)CO)[N+](=O)[O-]